C1(CC1)C1=NNC(=N1)C1CC2(CN(C2)C(=O)N2CCC(CC2)OCC2=C(C=C(C=C2)OC(F)(F)F)F)C1 [6-(3-cyclopropyl-1H-1,2,4-triazol-5-yl)-2-azaspiro[3.3]heptan-2-yl]-[4-[2-fluoro-4-(trifluoromethoxy)benzyl]oxypiperidino]methanone